N-[(1S)-1-[[(1S)-1-cyano-2-[(3S)-2-oxo-3-piperidyl]ethyl]carbamoyl]-3-fluoro-3-methyl-butyl]-4-methoxy-1H-indole-2-carboxamide C(#N)[C@H](C[C@H]1C(NCCC1)=O)NC(=O)[C@H](CC(C)(C)F)NC(=O)C=1NC2=CC=CC(=C2C1)OC